ClC1=CC=C(C(=O)C2=C(C(N(C2C2=C(C=CC=C2)F)CCCN2CCOCC2)=O)O)C=C1 4-(4-chlorobenzoyl)-5-(2-fluorophenyl)-3-hydroxy-1-[3-(4-morpholinyl)propyl]-1,5-dihydro-2H-pyrrol-2-one